1,4-Bis(2-(4-hydroxyphenyl)-2-propyl)benzene OC1=CC=C(C=C1)C(C)(C)C1=CC=C(C=C1)C(C)(C)C1=CC=C(C=C1)O